(1S,2R,3R,5R)-3-((3-chloro-1,2,4-triazin-6-yl)(methyl)amino)-2-fluoro-8-azabicyclo[3.2.1]octane-8-carboxylic acid tert-butyl ester C(C)(C)(C)OC(=O)N1[C@@H]2[C@@H]([C@@H](C[C@H]1CC2)N(C)C2=CN=C(N=N2)Cl)F